methyl 2-(3-oxo-6-(perfluorophenyl)-2,3-dihydro-4H-benzo[b][1,4]oxazin-4-yl)acetate O=C1N(C2=C(OC1)C=CC(=C2)C2=C(C(=C(C(=C2F)F)F)F)F)CC(=O)OC